O=C1NC(CCC1N1C(C2=CC=C(C=C2C1=O)CN1CCN(CC1)C1CCN(CC1)C=1C(=CC2=C(C(C=3NC4=CC=CC=C4C3C2=O)(C)C)C1)CC)=O)=O 8-(4-(4-((2-(2,6-dioxopiperidin-3-yl)-1,3-dioxoisoindolin-5-yl)methyl)piperazin-1-yl)piperidin-1-yl)-9-ethyl-6,6-dimethyl-11-oxo-6,11-dihydro-5H-benzo[b]carbazole